nitronium (nitronium) O=[N+]=O.O=[N+]=O